ClC=1C=C(C(=O)N(C)[C@H](C)C2=NNC(C3=CC(=C(C=C23)F)F)=O)C=CC1F |r| Racemic-3-chloro-N-(1-(6,7-difluoro-4-oxo-3,4-dihydrophthalazin-1-yl)ethyl)-4-fluoro-N-methylbenzamide